COC1=C(OC(C)Br)C=C(C=C1)[N+](=O)[O-] (2-methoxy-5-nitro-phenoxy)bromoethane